ClC1=C(C=C2C(=C(NC2=C1F)C1=NN=C(N1)C(F)(F)F)C=1C=NNC1)OC 6-chloro-7-fluoro-5-methoxy-3-(1H-pyrazol-4-yl)-2-(5-(trifluoromethyl)-4H-1,2,4-triazol-3-yl)-1H-indole